2-(4-{[(1s,3s)-3-hydroxy-3-methylcyclobutyl]amino}pyrrolo[1,2-d][1,2,4]triazin-1-yl)-5-(trifluoromethoxy)phenol OC1(CC(C1)NC1=NN=C(C=2N1C=CC2)C2=C(C=C(C=C2)OC(F)(F)F)O)C